(S)-7-(3-chloro-2-(2-fluorobenzyl)-7-oxo-2,4,5,7-tetrahydro-6H-pyrazolo[3,4-c]pyridin-6-yl)-2-cyclopropyl-5-methyl-7,8-dihydrooxazolo[4',5':4,5]benzo[1,2-b][1,4]oxazepine-6(5H)-one ClC=1N(N=C2C(N(CCC21)[C@@H]2C(N(C1=C(OC2)C=C2C(=C1)N=C(O2)C2CC2)C)=O)=O)CC2=C(C=CC=C2)F